C(OCCCC(CCCCC)C)(OCCCC(CCCCC)C)=O bis(4-methyl-nonyl) carbonate